6-hydroxy-5-oxo-4-{[1-(pyridin-4-yl)-1H-pyrazol-4-yl]methyl}-4,5-dihydrothieno[3,2-b]pyridine-7-carboxylic acid OC1=C(C2=C(N(C1=O)CC=1C=NN(C1)C1=CC=NC=C1)C=CS2)C(=O)O